C(C1=CC=CC=C1)OC1=NC(=CC=C1C1=NN(C2=CC(=CC=C12)C=1CCN(CC1)[C@@H]1CC[C@H](CC1)CNC(OC(C)(C)C)=O)C)OCC1=CC=CC=C1 trans-tert-butyl ((4-(4-(3-(2,6-bis(benzyloxy)pyridin-3-yl)-1-methyl-1H-indazol-6-yl)-3,6-dihydropyridin-1(2H)-yl)cyclohexyl)methyl)carbamate